(3-oxo butyl)-ethyl carbamate C(N)(OCCCCC(C)=O)=O